C1(CCC1)[C@@H](C)C=1C(=C2CCCC2=CC1)NC(=O)NS(=O)(=N)C=1OC=C(C1)C(C)(C)O N-((5-((R)-1-cyclobutylethyl)-2,3-dihydro-1H-inden-4-yl)carbamoyl)-4-(2-hydroxypropan-2-yl)furan-2-sulfonimidamide